trans-1-((4-((S)-3-(3,5-difluorophenyl)isoxazolidine-2-carbonyl)cyclohexyl)methyl)-6-fluoro-3-methyl-1H-indazole-5-carbonitrile FC=1C=C(C=C(C1)F)[C@H]1N(OCC1)C(=O)[C@@H]1CC[C@H](CC1)CN1N=C(C2=CC(=C(C=C12)F)C#N)C